C(C)(C)NC(=O)N[C@H](C(F)(F)F)[C@]1(CN(CC1)C(C)(C)C=1C=NC(=CC1)C)CCC=1SC(=CC1)F |o1:12| 1-isopropyl-3-((S)-2,2,2-trifluoro-1-((R or S)-3-(2-(5-fluoro-thiophen-2-yl)ethyl)-1-(2-(6-methylpyridin-3-yl)propan-2-yl)pyrrolidin-3-yl)ethyl)urea